C(#N)C1=CC(=C(C=C1C)NS(=O)(=O)C1=CNC(=C1)C1=C(C=CC=C1)F)F N-(4-cyano-2-fluoro-5-methylphenyl)-5-(2-fluorophenyl)-1H-pyrrole-3-sulfonamide